(S)-4-((2-((6-methylpyridin-3-yl)oxy)ethyl)(4-(5,6,7,8-tetrahydro-1,8-naphthyridin-2-yl)butyl)amino)-2-(pyridin-3-ylamino)butanoic acid CC1=CC=C(C=N1)OCCN(CC[C@@H](C(=O)O)NC=1C=NC=CC1)CCCCC1=NC=2NCCCC2C=C1